C1(CC1)C1=C(C(=NO1)C1=C(C=CC=C1Cl)Cl)CO[C@H]1[C@@H]2CN([C@H](C1)C2)C2=C(C=C(C=C2)CCC(=O)O)F 3-{4-[(1S,4S,5R)-5-{[5-cyclopropyl-3-(2,6-dichlorophenyl)-1,2-oxazol-4-yl]methoxy}-2-azabicyclo[2.2.1]heptan-2-yl]-3-fluorophenyl}propanoic acid